COC1=CC=C2CC3(N(CC2=C1)C1=C(N3S(=O)(=O)C3=CC=C(C)C=C3)C=CC=C1)C 9-methoxy-5a-methyl-5-tosyl-5,5a,6,11-tetrahydrobenzo[4,5]imidazo[1,2-b]isoquinoline